N-benzyl-cyclohexyl-amine C(C1=CC=CC=C1)NC1CCCCC1